(4-(4-amino-3-chloro-1H-pyrazol-1-yl)piperidin-1-yl)(morpholin-4-yl)methanone NC=1C(=NN(C1)C1CCN(CC1)C(=O)N1CCOCC1)Cl